4-amino-N-((6-fluoroimidazo[1,2-a]pyridin-2-yl)methyl)-N',1-dimethyl-N'-propionyl-1H-pyrazolo[4,3-c]quinoline-8-carbohydrazide NC1=NC=2C=CC(=CC2C2=C1C=NN2C)C(=O)N(N(C(CC)=O)C)CC=2N=C1N(C=C(C=C1)F)C2